ClC1=CC(=C(C(=O)N)C=C1F)F 4-chloro-2,5-difluorobenzamide